N,N-bis[(2,4-dimethoxyphenyl)methyl]-4,6-dimethoxy-pyrimidin-2-amine COC1=C(C=CC(=C1)OC)CN(C1=NC(=CC(=N1)OC)OC)CC1=C(C=C(C=C1)OC)OC